C(C)C(CC1=CC=CC=C1)C(C)C1=CC=CC=C1 2-ethyl-1,3-diphenyl-butane